(1S,2R)-N-[7-chloro-6-[4-((3R,4R)-4-hydroxy-3-methyl-tetrahydrofuran-3-yl)piperazin-1-yl]-3-isoquinolinyl]-2-methyl-2-tetrahydrofuran-3-yl-cyclopropanecarboxamide ClC1=C(C=C2C=C(N=CC2=C1)NC(=O)[C@@H]1[C@](C1)(C1COCC1)C)N1CCN(CC1)[C@@]1(COC[C@@H]1O)C